(R)-1-(4-fluoro-2-methylphenyl)-3-methylpiperazine FC1=CC(=C(C=C1)N1C[C@H](NCC1)C)C